4-ethyl-3-hydroxypiperidine-1,4-dicarboxylate C(C)C1(C(CN(CC1)C(=O)[O-])O)C(=O)[O-]